(2-pyrrolidinone) dithiocarbamate C(N)(S)=S.N1C(CCC1)=O